C(C)C1=NC(=NC=C1C(=O)OCCN1N=C(C(=C1)C1=C(C(=C(C=C1)Br)F)F)C)N(C)C1CC2=CC(=C(C=C2C1)F)F 2-[4-(4-bromo-2,3-difluoro-phenyl)-3-methyl-pyrazol-1-yl]ethanol ethyl-2-((5,6-difluoro-2,3-dihydro-1H-inden-2-yl)(methyl)amino)pyrimidine-5-carboxylate